ethyl 2-(6-amino-4-(trifluoromethyl) pyridin-3-yl)-4-oxo-3,4-dihydropyrrolo[2,1-f][1,2,4]triazine-6-carboxylate NC1=CC(=C(C=N1)C1=NN2C(C(N1)=O)=CC(=C2)C(=O)OCC)C(F)(F)F